ClC1=CC2=C(N(C(N=C2N2[C@@H](CN(C[C@@H]2C)C(C=C)=O)C)=O)C=2C(=NC=NC2C(C)C)C(C)C)N=C1C1=C(C=CC=C1)F 6-chloro-4-((2R,6S)-2,6-dimethyl-4-(2-propenoyl)-1-piperazinyl)-1-(4,6-di(2-propanyl)-5-pyrimidinyl)-7-(2-fluorophenyl)pyrido[2,3-d]pyrimidin-2(1H)-one